5,6-dichloro-1-ethyl-1,3-dihydro-2H-benzimidazol-2-one ClC1=CC2=C(N(C(N2)=O)CC)C=C1Cl